5-(1-methylsulfonylcyclopropyl)-N-[3-(3-phenyl-1,2,4-thiadiazol-5-yl)-1-bicyclo[1.1.1]pentanyl]furan-2-carboxamide CS(=O)(=O)C1(CC1)C1=CC=C(O1)C(=O)NC12CC(C1)(C2)C2=NC(=NS2)C2=CC=CC=C2